NC12[C@H](CC(CC1)(CC2)NC(=O)[C@@H]2CNC1=C(O2)C=CC(=C1)Cl)O (S)-N-((S)-4-amino-3-hydroxybicyclo[2.2.2]oct-1-yl)-6-chloro-3,4-dihydro-2H-benzo[b][1,4]oxazine-2-carboxamide